m-(1-pyrazolyl)aniline N1(N=CC=C1)C=1C=C(N)C=CC1